C(C1=CC(OC)=C(O)C=C1)(=O)[O-] Vanillat